5,6-dimethyl-5,6-dihydropyrazino[2,3-c][1,7]naphthyridin-7-amine CC1N(C2=C(N=CC=C2C2=C1N=CC=N2)N)C